ethyl citrate (triethyl 2-hydroxy-1,2,3-propanetricarboxylate) C(C)C(C(C(C(=O)O)(CC)CC)(C(=O)O)O)C(=O)O.C(CC(O)(C(=O)O)CC(=O)O)(=O)OCC